ClC=1C=CC(=C(C1)C1=CC(=C(N=N1)OCCN1CCN(CC1)C)N)F 6-(5-chloro-2-fluorophenyl)-3-[2-(4-methylpiperazin-1-yl)ethoxy]pyridazin-4-amine